4-(1-(4-cyclobutyl-2-methyl-5-(5-methyl-1H-1,2,4-triazol-3-yl)benzoyl)piperidin-4-yl)benzonitrile C1(CCC1)C1=CC(=C(C(=O)N2CCC(CC2)C2=CC=C(C#N)C=C2)C=C1C1=NNC(=N1)C)C